C(C1=CC=CC=C1)C1=C2C=CNC2=CC=C1N 4-benzyl-1H-indol-5-amine